F[C@@H]1CN(CC[C@@H]1N(C(=O)NC=1C(N(C=C(C1)C(F)(F)F)C)=O)C)C=1C=C2C(=NC1)NN=C2OCCOC 1-((3R,4S)-3-fluoro-1-(3-(2-methoxyethoxy)-1H-pyrazolo[3,4-b]pyridin-5-yl)piperidin-4-yl)-1-methyl-3-(1-methyl-2-oxo-5-(trifluoromethyl)-1,2-dihydropyridin-3-yl)urea